C(C)[Si](C1=CC=C(C=C1)C(=C)C1=CC=C(C=C1)[SiH](C)C)(OCC)CC 1-[4-(diethylethoxysilyl)phenyl]-1-(4'-dimethylsilylphenyl)ethylene